(S)-1-(2-(trifluoromethyl)pyridin-4-yl)ethan-1-amine FC(C1=NC=CC(=C1)[C@H](C)N)(F)F